C[C@H]1N([C@H](C=C(C1)OS(=O)(=O)C(F)(F)F)C)C(=O)OC(C)(C)C tert-butyl (2R,6S)-2,6-dimethyl-4-(((trifluoromethyl)sulfonyl)oxy)-3,6-dihydropyridine-1(2H)-carboxylate